2-((1-(3-fluoropyridin-2-yl)ethyl)((5-(1-methyl-1H-pyrazol-5-yl)pyridin-2-yl)methyl)amino)-2-oxoacetic acid FC=1C(=NC=CC1)C(C)N(C(C(=O)O)=O)CC1=NC=C(C=C1)C1=CC=NN1C